tetrazolium carbazate (1,1-dimethylethyl-N-[6-[[[[((Z)-1-methyl-1H-tetrazol-5-yl)phenylmethylene]amino]oxy]methyl]-2-pyridyl]carbamate) CC(C)(C)N(C([O-])=O)C1=NC(=CC=C1)CON=C(C1=CC=CC=C1)C1=NN=NN1C.C(NN)(=O)[O-].[NH+]=1NN=NC1.[NH+]=1NN=NC1